2-(3-(3,4-difluorophenyl)-4-(4-sulfamoylbenzyl)-1H-pyrazol-1-yl)thiazole-4-carboxylic acid FC=1C=C(C=CC1F)C1=NN(C=C1CC1=CC=C(C=C1)S(N)(=O)=O)C=1SC=C(N1)C(=O)O